carbon vanadium manganese [Mn].[V].[C]